2-((8-bromo-6-chloroimidazo[1,2-a]pyridin-2-yl)methyl)isoindoline-1,3-dione BrC=1C=2N(C=C(C1)Cl)C=C(N2)CN2C(C1=CC=CC=C1C2=O)=O